COC=1C=C(C(=O)OCNC(=O)C=2C=[N+](C=CC2)C)C=C(C1OC)OC [(1-methylpyridine-1-ium-3-carbonyl)amino]methyl 3,4,5-trimethoxybenzoate